2-(3-(4-((6-methyl-8-(6-methyl-2,6-diazaspiro[3.3]heptan-2-yl)pyrido[3,4-d]pyrimidin-2-yl)amino)-1H-pyrazol-1-yl)azetidin-1-yl)acetonitrile CC1=CC2=C(N=C(N=C2)NC=2C=NN(C2)C2CN(C2)CC#N)C(=N1)N1CC2(C1)CN(C2)C